3-bromo-1-(prop-1-en-2-yl)-1H-pyrazole BrC1=NN(C=C1)C(=C)C